NC1=C(C=C(C=C1)C1=CC(=C(C=C1)N)OC)OC 4,4'-diamino-3,3'-dimethoxy-biphenyl